C1(=CC=CC=C1)[C@@H](C)NC1CCCC=2C3=CC(=CC=C3NC12)C=1C=C2CC(NC2=CC1)=O 5-(1-(((R)-1-phenylethyl)amino)-2,3,4,9-tetrahydro-1H-carbazol-6-yl)indolin-2-one